2-fluoro-6-methoxy-4-[(1H-pyrazol-1-yl)methyl]benzonitrile FC1=C(C#N)C(=CC(=C1)CN1N=CC=C1)OC